CC1=C(N=CN1C=1C=NC(=CC1)C)C#C[Si](C)(C)C 5-methyl-1-(6-methylpyridin-3-yl)-4-((trimethylsilyl)ethynyl)-1H-imidazole